2-{1-[2-(5-methyl-3-trifluoromethyl-pyrazole-1-yl)-acetyl]-piperidin-4-yl}-thiazole-4-carboxylic acid CC1=CC(=NN1CC(=O)N1CCC(CC1)C=1SC=C(N1)C(=O)O)C(F)(F)F